4-(4-ethoxy-3-methylphenyl)-2-ethyl-1(2H)-phthalazinone C(C)OC1=C(C=C(C=C1)C1=NN(C(C2=CC=CC=C12)=O)CC)C